3-[3-cyclobutyl-N-(trifluoroacetyl)-D-alanyl]-6,6-dimethyl-3-azabicyclo[3.1.0]hexane-2-carboxamide C1(CCC1)C[C@@H](NC(C(F)(F)F)=O)C(=O)N1C(C2C(C2C1)(C)C)C(=O)N